(4-phenylbutyryl)alanine C1(=CC=CC=C1)CCCC(=O)N[C@@H](C)C(=O)O